4-Acetoxy-2,2,6,6-tetramethyl-piperidine C(C)(=O)OC1CC(NC(C1)(C)C)(C)C